CCCCCCCCCCCCCCCCCCCCCC(=O)O[C@H](COC(=O)CCCCCCCCCCCCCCCCCCC)COP(=O)(O)OC[C@H](CO)O The molecule is a 1,2-diacyl-sn-glycero-3-phospho-(1'-sn-glycerol) in which the phosphatidyl acyl groups at positions 1 and 2 are specified as icosanoyl and docosanoyl respectively. It has a role as a human xenobiotic metabolite. It is a phosphatidylglycerol 42:0 and a 1,2-diacyl-sn-glycero-3-phospho-(1'-sn-glycerol). It derives from an icosanoic acid and a docosanoic acid.